4,5,7-trimethyl-N-phenylquinolin-2-amine CC1=CC(=NC2=CC(=CC(=C12)C)C)NC1=CC=CC=C1